N1=C(C=CC2=CC=CC=C12)C=CC1=CC=C(C=C1)O 4-(2-(2-quinolinyl)vinyl)phenol